4-benzyloxy-6-oxido-2-(1,1,6-trimethylindan-5-yl)-1,6-naphthyridin-6-ium C(C1=CC=CC=C1)OC1=CC(=NC2=CC=[N+](C=C12)[O-])C=1C=C2CCC(C2=CC1C)(C)C